F[C@@H]1[C@H](CNC1)NC1=NC(=CC=C1)C1=CN=C2N1N=C(C=C2)N2CCOCC2 N-((3S,4S)-4-fluoropyrrolidin-3-yl)-6-(6-morpholinoimidazo[1,2-b]pyridazin-3-yl)pyridin-2-amine